COC1=CC=C(CN2N=CC=3CNCCOC32)C=C1 1-(4-methoxybenzyl)-4,5,6,7-tetrahydro-1H-pyrazolo[4,3-f][1,4]oxazepine